C1=C(C=CC=2OC3=C(C21)C=CC=C3)C3=NC=C(C(=C3)C3=CC=CC=C3)C 2-(dibenzo[b,d]furan-2-yl)-5-methyl-4-phenylpyridine